BrC=1C=CC2=C(C3=C(O2)C=CC=C3C3=NC(=NC(=N3)C3=CC=CC=C3)C3=CC=CC=C3)C1 2-(8-Bromo-dibenzofuran-1-yl)-4,6-diphenyl-[1,3,5]triazin